C12(CC3CC(CC(C1)C3)C2)NC(NCCCCCCCCCCCC(=O)O)=O 12-(3-adamantan-1-yl-ureido)dodecanoic acid